9-[(2R,3R,4R,5R)-4-[tert-Butyl(dimethyl)silyl]oxy-5-[[tert-butyl-(dimethyl)silyl]oxymethyl]-3-fluoro-tetrahydrofuran-2-yl]-1H-purin-6-one [Si](C)(C)(C(C)(C)C)O[C@H]1[C@H]([C@@H](O[C@@H]1CO[Si](C)(C)C(C)(C)C)N1C=2N=CNC(C2N=C1)=O)F